FC1(CCN(CC1)CC=1NC2=CC(=CC=C2C1)CN)F (2-((4,4-Difluoropiperidin-1-yl)methyl)-1H-indol-6-yl)methylamine